FC1([C@H](CN(CC1)[C@H](C(=O)NC1=NC=C(C=C1)OC1=C(C=C(C=C1)F)CO)C)C1=CC=[N+](C=C1)[O-])F 4-((s)-4,4-difluoro-1-((s)-1-((5-(4-fluoro-2-(hydroxymethyl)phenoxy)pyridin-2-yl)amino)-1-oxopropan-2-yl)piperidin-3-yl)pyridine 1-oxide